BrCCCCCCCCCOC1=C2CN(CC2=CC=C1)C1C(NC(CC1)=O)=O 4-((9-bromononyl)oxy)-2-(2,6-dioxopiperidin-3-yl)isoindolin